1-(3-amino-6-cyclopropyl-1H-pyrazolo[3,4-b]pyrazin-1-yl)-2-methylpropan-2-ol NC1=NN(C2=NC(=CN=C21)C2CC2)CC(C)(O)C